C(=O)(OCCCCCCCCCCC(C)C)OOC(=O)OCCCCCCCCCCC(C)C di(isotridecyl) peroxydicarbonate